NC1=NN2C(C=C(C=C2)C=2C=NN(C2)CC(=O)NC2=CC=C(C=C2)C(F)(F)F)=N1 2-[4-(2-Amino-[1,2,4]triazolo[1,5-a]pyridin-7-yl)pyrazol-1-yl]-N-[4-(trifluoromethyl)phenyl]acetamide